N-(1-fluoropropane-2-yl)propionamide FCC(C)NC(CC)=O